O=C1NC(CC[C@@H]1NC1=CC(=C(C=C1)N1CCC(CC1)(O)CC(=O)O)F)=O 2-[1-[4-[[(3S)-2,6-dioxo-3-piperidinyl]amino]-2-fluoro-phenyl]-4-hydroxy-4-piperidinyl]acetic acid